BrC=1C=C2C(=C(C=NC2=CC1F)[N+](=O)[O-])C1(COC1)C(=O)OC Methyl 3-(6-bromo-7-fluoro-3-nitroquinolin-4-yl)oxetane-3-carboxylate